ClC=1C(=C(C=CC1C1CC1)O)C1CCNCC1 3-chloro-4-cyclopropyl-2-(piperidin-4-yl)phenol